C(C1CO1)OC(CC[Si](OCC)(OCC)OCC)C γ-Glycidoxybutyltriethoxysilan